CN(CCN1CCN(CC1)C(=O)OC1=CC=C2C(=CC=NC2=C1)NC1=CN=NC(=C1)C1=C(C=CC(=C1)Cl)F)C 4-{[6-(5-chloro-2-fluorophenyl)pyridazin-4-yl]amino}quinolin-7-yl 4-[2-(dimethylamino)ethyl]piperazine-1-carboxylate